C(#N)C1=CC=C(C=C1)C=1N=C2C(=NC1)N=C(S2)C2=NC=CC(=C2)C(=O)N (6-(4-cyanophenyl)thiazolo[4,5-b]pyrazin-2-yl)pyridine-4-carboxamide